phosphophenylenediamine P(=O)(=O)NC1=C(C=CC=C1)N